COC1=CC=C(CCC(=O)O)C=C1.C(C1=CC=C(C=C1)OC)CC(=O)O ANISYLACETATE (4-methoxybenzyl acetate)